C(#N)C(C)(C)C1=CC(=NC=C1)C(=O)NC=1N=NC(=C(C1)C=1C=NC2=CC(=NC=C2C1)NC)C 4-(2-cyanoprop-2-yl)-N-(6-methyl-5-(7-(methylamino)-1,6-naphthyridin-3-yl)pyridazin-3-yl)picolinamide